N-methyl-2-[2-(3-methylimidazol-4-yl)-4-quinolinyl]-1-(2-oxo-1,3-dihydrobenzimidazol-5-yl)benzimidazole-5-carboxamide CNC(=O)C1=CC2=C(N(C(=N2)C2=CC(=NC3=CC=CC=C23)C=2N(C=NC2)C)C2=CC3=C(NC(N3)=O)C=C2)C=C1